C(C)OCOC1=C(C=CC(=C1)C#CC)C(C)CN 2-(2-(ethoxymethoxy)-4-(prop-1-yn-1-yl)phenyl)propan-3-amine